C(C=C)(=O)OC(C(CC(F)(F)F)F)(F)F L-1-Hexafluorobutyl acrylate